C(C)(=O)OC(C(Cl)(Cl)Cl)C1=CC=CC=C1.[O].[Gd] gadolinium oxygen 2,2,2-trichloro-1-phenylethyl acetate